(S)-(4-amino-7-fluoroimidazo[1,5-a]quinoxalin-8-yl)(2-(2-fluoro-4-(trifluoromethyl)phenyl)piperidin-1-yl)methanone NC=1C=2N(C3=CC(=C(C=C3N1)F)C(=O)N1[C@@H](CCCC1)C1=C(C=C(C=C1)C(F)(F)F)F)C=NC2